1-Benzyl-4-(2-bromophenyl)piperidine-4-carboxylic acid C(C1=CC=CC=C1)N1CCC(CC1)(C(=O)O)C1=C(C=CC=C1)Br